COC1=CC=C(C=C1)/C(/C(=O)O)=C\C1=CC(=C(C(=C1)OC)OC)OC (E)-2-(4-methoxyphenyl)-3-(3,4,5-trimethoxyphenyl)acrylic acid